4-(2-thiazolyl)phenol S1C(=NC=C1)C1=CC=C(C=C1)O